N[C@H](C(=O)O)CC1=CC(=C(C(=C1)I)OC1=CC(=C(C=C1)O)I)I (2S)-2-amino-3-[4-(4-hydroxy-3-iodo-phenoxy)-3,5-diiodo-phenyl]propanoic acid